(2-((2R,3S,4S,5S,6R)-6-(((2S,3S,4S,5S,6R)-6-ethynyl-4,5-dihydroxy-2-methoxytetrahydro-2H-pyran-3-yl)oxy)-3,4,5-trihydroxytetrahydro-2H-pyran-2-yl)ethyl)phosphonic acid C(#C)[C@@H]1[C@H]([C@@H]([C@@H]([C@H](O1)OC)O[C@@H]1[C@H]([C@H]([C@@H]([C@H](O1)CCP(O)(O)=O)O)O)O)O)O